COC(C1=CC=CC=C1\C=C\C1=C(C=C(C=C1)OC)OC)=O (E)-2,4-dimethoxy-styrenebenzoic acid methyl ester